2-methyl-9,10-dimethoxy-anthracene CC1=CC2=C(C3=CC=CC=C3C(=C2C=C1)OC)OC